tert-butyl 4-[[4,5-dichloro-2-(prop-2-en-1-yloxy)phenyl]carbonyl]-4-fluoropiperidine-1-carboxylate ClC1=CC(=C(C=C1Cl)C(=O)C1(CCN(CC1)C(=O)OC(C)(C)C)F)OCC=C